[1,1'-binaphthalene]-5-ylboronic acid C1(=CC=CC2=C(C=CC=C12)B(O)O)C1=CC=CC2=CC=CC=C12